C(C)(C)(C)OC(=O)N1CCN(CC1)C1=CC2=CN(N=C2C(=C1)F)C1=CC2=C(N=C(O2)C)C(=C1)C 4-[2-(2,4-dimethyl-1,3-benzooxazol-6-yl)-7-fluoro-indazol-5-yl]piperazine-1-carboxylic acid tert-butyl ester